ClC1=CC=C(C(=N1)C(=O)NC=1C=C(C=CC1)C)C 6-chloro-3-methyl-N-(m-tolyl)picolinamide